benzyl (2s,5r)-5-ethyl-4-(2-hydroxy-1-(4-(trifluoromethyl) phenyl) ethyl)-2-methylpiperazine-1-carboxylate C(C)[C@H]1N(C[C@@H](N(C1)C(=O)OCC1=CC=CC=C1)C)C(CO)C1=CC=C(C=C1)C(F)(F)F